5-ethyl-6-fluoronaphthalen-2-ol formate C(=O)OC1=CC2=CC=C(C(=C2C=C1)CC)F